C(C\C=C/CCC)O (Z)-hept-3-en-1-ol